ClC1=CC(=CC=2C=C(OC21)CNC(OC(C)(C)C)=O)C2=CC=C(C=C2)S(=O)(=O)N2CC(C2)(C)C tert-Butyl (7-chloro-5-(4-(3,3-dimethylazetidin-1-ylsulfonyl)phenyl)benzofuran-2-yl)methylcarbamate